(4aR,8aS)-6-[4-[(2-chloro-4-fluoro-phenoxy)methyl]piperidine-1-carbonyl]-4,4a,5,7,8,8a-hexahydropyrido[4,3-b][1,4]oxazin-3-one ClC1=C(OCC2CCN(CC2)C(=O)N2C[C@@H]3[C@@H](OCC(N3)=O)CC2)C=CC(=C1)F